tert-butyl 3-(3-(1,1-dioxido-4-oxo-1,2,5-thiadiazolidin-2-yl)-2-fluoro-4-hydroxybenzyl)piperidine-1-carboxylate O=S1(N(CC(N1)=O)C=1C(=C(CC2CN(CCC2)C(=O)OC(C)(C)C)C=CC1O)F)=O